C1(=CC=CC=C1)N1C2=CC=CC=C2C=2CC(C=CC12)=C1C=CC2=NC3=CC=CC=C3C2=C1 9-phenyl-3,3-bicarbazole